C(C)(C)(C)C1=CC=CC=2C3=C(OC21)C(=CC=C3)NC3=C(C=CC=C3)C 6-(tert-butyl)-N-(o-tolyl)dibenzo[B,d]furan-4-amine